OCC=1C=CC(=NC1)C(=O)NC=1C(=C(C=CC1)C1=C(C(=CC=C1)NC(=O)C1=CC=C(C=C1)S(=O)(=O)F)C)C 4-((3'-(5-(Hydroxymethyl)picolinamido)-2,2'-dimethyl-[1,1'-biphenyl]-3-yl)carbamoyl)benzenesulfonyl fluoride